N-[3-(2-chloro-5-fluorophenyl)-1,6-dioxo-7-(tridecylmethyl)-2,3-dihydro-1H-pyrrolo[4,3-f]isoquinolin-4-yl]-5-fluoro-3-(trifluoromethyl)benzamide ClC1=C(C=C(C=C1)F)C1NC(C2=C3C=CN(C(C3=CC(=C21)NC(C2=CC(=CC(=C2)F)C(F)(F)F)=O)=O)CCCCCCCCCCCCCC)=O